2-chloro-5-{[(methoxyacetyl)amino]methyl}-N-[1-(1,3-thiazol-4-yl)-1H-indazol-4-yl]benzamide benzyl-(S)-4-isopentyl-5-oxooxazolidine-3-carboxylate C(C1=CC=CC=C1)OC(=O)N1COC([C@@H]1CCC(C)C)=O.ClC1=C(C(=O)NC2=C3C=NN(C3=CC=C2)C=2N=CSC2)C=C(C=C1)CNC(COC)=O